8-fluoroquinazolin FC=1C=CC=C2C=NC=NC12